[Al].[Cr].[Co].[Ni] Nickel-Cobalt-Chromium-Aluminum